bis(mercaptoacetyl)-hydrazine SCC(=O)NNC(CS)=O